C(C)N1C2=CC=CC=C2C=2C=C(C=CC12)CNC(CCN1C(=CC2=CC=CC=C12)C(=O)N)C 3-((9-ethyl-9H-carbazol-3-yl)methylamino)butyl-1H-indole-2-carboxamide